ethyl [3,5-bis(2-hydroxyphenyl)-[1,2,4]triazol-1-yl]acetate OC1=C(C=CC=C1)C1=NN(C(=N1)C1=C(C=CC=C1)O)CC(=O)OCC